N-[(1R)-3-bromo-1-methyl-2-oxo-propyl]carbamic acid tert-butyl ester C(C)(C)(C)OC(N[C@@H](C(CBr)=O)C)=O